N1=C(C=CC=C1)NCCC(=O)O N-2-pyridinyl-beta-alanine